[(2-chlorophenyl)-diphenylmethyl] (2S)-6-[[2-[2-[2-[[(4S)-4-amino-5-tert-butoxy-5-oxo-pentanoyl] amino] ethoxy] ethoxy] acetyl] amino]-2-(benzyloxycarbonylamino)hexanoate N[C@@H](CCC(=O)NCCOCCOCC(=O)NCCCC[C@@H](C(=O)OC(C1=CC=CC=C1)(C1=CC=CC=C1)C1=C(C=CC=C1)Cl)NC(=O)OCC1=CC=CC=C1)C(=O)OC(C)(C)C